(R)-N-(4-methyl-3-(7-(methylamino)-1,6-naphthyridin-3-yl)phenyl)-3-(2,2,2-trifluoroethyl)pyrrolidine-1-carboxamide CC1=C(C=C(C=C1)NC(=O)N1C[C@H](CC1)CC(F)(F)F)C=1C=NC2=CC(=NC=C2C1)NC